(S)-1,2,4,4a,5,6-hexahydro-3H-benzo[b]pyrazino[1,2-d][1,4]oxazepine-3,9-dicarboxylic acid C1CN(C[C@H]2N1C1=C(OCC2)C=C(C=C1)C(=O)O)C(=O)O